FC1=CC(=C(C=C1)C1=NSC(O1)=O)I 5-(4-fluoro-2-iodophenyl)-2H-1,3,4-oxathiazol-2-one